(R)-N-(3-(5-fluoro-2-((1-oxoisochroman-7-yl)amino)pyrimidin-4-yl)-1H-indol-7-yl)-3-methoxy-2-(4-methylpiperazin-1-yl)propanamide FC=1C(=NC(=NC1)NC1=CC=C2CCOC(C2=C1)=O)C1=CNC2=C(C=CC=C12)NC([C@@H](COC)N1CCN(CC1)C)=O